C(C)(=O)OC(C1=CC=CC=C1)=C α-methylenebenzyl acetate